FC=1C=CC(=C2C=C(N(C12)CCNC1=NC=NC(=C1)C1=CNC2=NC=CC=C21)C#N)OC 7-Fluoro-4-methoxy-1-{2-[6-(1H-pyrrolo[2,3-b]pyridin-3-yl)-pyrimidin-4-ylamino]-ethyl}-1H-indole-2-carbonitrile